ClC=1C=CC(=C(C1)C1=CC(=C(N=N1)OCCN(C)C)NC1=CC=NC2=CC(=CC=C12)OC)F N-[6-(5-chloro-2-fluorophenyl)-3-[2-(dimethylamino)ethoxy]pyridazin-4-yl]-7-methoxyquinolin-4-amine